C1(=CC=CC=C1)[C@@H]1P([C@H](CC1)C1=CC=CC=C1)C[C@H](C(F)(F)F)O (S)-3-((2R,5R)-2,5-diphenylphospholan-1-yl)-1,1,1-trifluoropropan-2-ol